CN1N=C(C(=C1)C1=CC=NC=C1)C1=CC=C(OCC2CC=CC=C2)C=C1 2-[4-(1-methyl-4-pyridin-4-yl-1H-pyrazol-3-yl)-phenoxymethyl]-1H-benzol